N-(2-Methoxyethyl)-4-methyl-2-(2-methylbenzamido)benzamide COCCNC(C1=C(C=C(C=C1)C)NC(C1=C(C=CC=C1)C)=O)=O